(4-(Methyl((trans)-4-((N-methylsulfamoyl) methyl)cyclohexyl)amino)-7H-pyrrolo[2,3-d]pyrimidin-7-yl)methyl-2-(3-phenoxyphenyl)propanoate CN(C=1C2=C(N=CN1)N(C=C2)COC(C(C)C2=CC(=CC=C2)OC2=CC=CC=C2)=O)[C@@H]2CC[C@H](CC2)CS(NC)(=O)=O